C=1N=CN2C1C1=CC=CC=C1C2C2C(COC2)N 4-(5H-imidazo[5,1-a]isoindol-5-yl)tetrahydrofuran-3-amine